ClC1=C(NC2=NSC=3C2=NC=C(N3)OC)C=CC=C1C1=CC3=C(OCCO3)C=C1 3-(2-chloro-3-(1,4-benzodioxan-6-yl)anilino)-6-methoxyisothiazolo[4,5-b]pyrazine